2-[4-[(2R,5S)-5-methyl-2-piperidyl]phenyl]Propan-2-Ol C[C@H]1CC[C@@H](NC1)C1=CC=C(C=C1)C(C)(C)O